((4-((4-chlorobenzyl)amino)-5-methylpyrimidin-2-yl)amino)benzo[c][1,2]Oxaborol-1(3H)-ol ClC1=CC=C(CNC2=NC(=NC=C2C)NC2C3=C(B(O2)O)C=CC=C3)C=C1